F[C@@H]1CN(C[C@H](C1)NC1=NC=CC(=N1)C1=C(N=C(S1)C)OC1=C(C(=C(C2=CC=CC=C12)NC(CC(F)(F)F)=O)F)C)C(=O)OC(C)(C)C tert-butyl (3S,5S)-3-fluoro-5-[[4-[4-[[3-fluoro-2-methyl-4-(3,3,3-trifluoropropanoylamino)-1-naphthyl]oxy]-2-methyl-thiazol-5-yl]pyrimidin-2-yl]amino]piperidine-1-carboxylate